N1(N=NN=C1)C1=NN=NN1 1H-tetrazolyl-tetrazole